FC1=CC=C(C=C1)C=1N=CN(C1C1=CC=C(O1)C(=O)NC1=NC=NC=C1)C1COCC1F 5-(4-(4-fluorophenyl)-1-(4-fluorotetrahydrofuran-3-yl)-1H-imidazol-5-yl)-N-(pyrimidin-4-yl)furan-2-carboxamide